2-[1-methyl-2-(phosphonooxy)guanidino]-acetic acid CN(C(=NOP(=O)(O)O)N)CC(=O)O